3-(2-hydroxy-3-{4-[(2-{3-[(4-methanesulfonyl-2-methoxyphenyl)amino]prop-1-yn-1-yl}-1-(2,2,2-trifluoroethyl)-1H-indol-4-yl)amino]piperidin-1-yl}propoxy)propane-1,2-diol OC(COCC(CO)O)CN1CCC(CC1)NC1=C2C=C(N(C2=CC=C1)CC(F)(F)F)C#CCNC1=C(C=C(C=C1)S(=O)(=O)C)OC